4-(2-(((3-chlorophenyl)methyl)sulfonamido)-4-(4-(4-((6-(trifluoromethyl)pyridin-3-yl)oxy)-phenyl)piperidine-1-carbonyl)phenyl)-1-ethylpiperazin-1-ium (S)-2-hydroxypropanoate O[C@H](C(=O)[O-])C.ClC=1C=C(C=CC1)CS(=O)(=O)NC1=C(C=CC(=C1)C(=O)N1CCC(CC1)C1=CC=C(C=C1)OC=1C=NC(=CC1)C(F)(F)F)N1CC[NH+](CC1)CC